FC=1C(=NC=CC1OC1=CC=CC=C1)N 3-fluoro-4-phenoxy-pyridin-2-amine